ClC1=CC=C(S1)C1=CN=C(N1)CCNCCC=1SC=2N=CN=C(C2N1)NCC1=NC=CC=C1F 2-[2-({2-[5-(5-chlorothiophen-2-yl)-1H-imidazol-2-yl]ethyl}amino)ethyl]-N-[(3-fluoropyridin-2-yl)methyl]-[1,3]thiazolo[5,4-d]pyrimidin-7-amine